C(C)N1CCN(CC1)CC diethylpiperazin